FC(C(=O)O)(F)F.NC=1N=CC(=NC1C1=CC=C(C=C1)C(C)(C)O)C=1C=C(C=CC1C)C(C(=O)N)(C(F)(F)F)O 2-(3-(5-amino-6-(4-(2-hydroxypropan-2-yl)phenyl)pyrazin-2-yl)-4-methylphenyl)-3,3,3-trifluoro-2-hydroxypropanamide trifluoroacetate